ClCC(=O)N[C@@H](CCCN)C(=O)O N-chloroacetyl-ornithine